tert-butyl 4-(3,4-dimethoxyphenyl)-3,6-dihydropyridine-1(2H)-carboxylate COC=1C=C(C=CC1OC)C=1CCN(CC1)C(=O)OC(C)(C)C